C(C)(C)(C)NS(=O)(=O)C=1C=C(C=CC1)NC(C1=C(C=C(C=C1)S(NC)(=O)=O)N1CCC2(CC2)CC1)=O N-(3-(N-(tert-butyl)sulfamoyl)phenyl)-4-(N-methylsulfamoyl)-2-(6-azaspiro[2.5]octan-6-yl)benzamide